6-(Hydroxymethyl)-8-methyl-chromen-4-one OCC=1C=C2C(C=COC2=C(C1)C)=O